ON([C@@H](CCCN)C(=O)O)C=O hydroxy-formyl-ornithine